Bis[2-(2-bromoisobutyryloxy)undecyl]disulfide BrC(C(=O)OC(CSSCC(CCCCCCCCC)OC(C(C)(C)Br)=O)CCCCCCCCC)(C)C